OCC1NCCOC1 3-hydroxymethylmorpholine